C(C)(C)(C)OC(=O)N1CC=2N(CC1)C(=CN2)C=2C=CC(=C(C(=O)O)C2)OC 5-(7-(tert-butoxycarbonyl)-5,6,7,8-tetrahydroimidazo[1,2-a]pyrazin-3-yl)-2-methoxybenzoic acid